1-[1-(isoquinolin-7-yl)-1H-1,2,4-triazol-5-yl]methanamine hydrochloride Cl.C1=NC=CC2=CC=C(C=C12)N1N=CN=C1CN